O[C@H]1C[C@@H](O[C@@H]1CO)N1C(NC(C(=C1)C)=O)=O 1-[(2R,4S,5R)-4-Hydroxy-5-(hydroxymethyl)oxolan-2-yl]-5-methylpyrimidine-2,4(1H,3H)-dione